FC1=C(C=CC(=N1)C(C1=CC(=CC=C1)C1=CN=CO1)NC(=O)C1C(CCC1)C(=O)O)C(C)C 2-({[6-fluoro-5-(propan-2-yl)pyridin-2-yl][3-(1,3-oxazol-5-yl)phenyl]methyl}carbamoyl)cyclopentane-1-carboxylic acid